1-(2-((2-((3-chloro-2-fluorobenzyl)amino)-2-oxoethyl)(cyclopropyl)amino)-2-oxoethyl)-5-(1-methylpiperidine-4-carboxamido)-1H-indazole-3-carboxamide ClC=1C(=C(CNC(CN(C(CN2N=C(C3=CC(=CC=C23)NC(=O)C2CCN(CC2)C)C(=O)N)=O)C2CC2)=O)C=CC1)F